methyl (cis)-1-(3-(benzylthio)-4-methoxyphenyl)-3-methoxycyclobutane-1-carboxylate C(C1=CC=CC=C1)SC=1C=C(C=CC1OC)C1(CC(C1)OC)C(=O)OC